monourethane dimethacrylate C(C(=C)C)(=O)O.C(C(=C)C)(=O)O.NC(=O)OCC